anetholsulfonate C=1(C(=CC(C=CC)=CC1)S(=O)(=O)[O-])OC